6-aminohexyl propylene phosphate P1(=O)(OCCCCCCN)OCC(C)O1